C(N)(=N)C=1C=C(SC1)[C@@H](C)NC(=O)[C@H]1N(C[C@@H](C1)OC(F)F)C(CNC(C1=CC=C(C=C1)OC1=CC=CC=C1)=O)=O (2S,4R)-N-((R)-1-(4-carbamimidoylthiophen-2-yl)ethyl)-4-(difluoromethoxy)-1-((4-phenoxybenzoyl)glycyl)pyrrolidine-2-carboxamide